F[B-](F)(F)F.[Na+].N=CC=CN 1,5-diaza-pentadiene sodium tetrafluoroborate